Bis-N,N'-Cyanoethyl-ethylendiamin C(#N)CCNCCNCCC#N